[AsH3] The molecule is an arsine, a member of arsanes and a mononuclear parent hydride. It is a conjugate base of an arsonium. It is a conjugate acid of an arsanide.